FC=1C(=CC=2C3=C(NC(C2C1)=O)COC[C@@H]3N(C(=O)C=3C=C1CCCC1=CC3)C)F (R)-N-(8,9-difluoro-6-oxo-1,4,5,6-tetrahydro-2H-pyrano[3,4-c]isoquinolin-1-yl)-N-methyl-2,3-dihydro-1H-indene-5-carboxamide